Zinc Stearate Zinc [Zn+2].C(CCCCCCCCCCCCCCCCC)(=O)[O-].[Zn+2].C(CCCCCCCCCCCCCCCCC)(=O)[O-].C(CCCCCCCCCCCCCCCCC)(=O)[O-].C(CCCCCCCCCCCCCCCCC)(=O)[O-]